2-[2-[[2-Chloro-4-[[3-[4-(cyanomethoxy)-2,3-difluoro-phenyl]imidazo[1,2-a]pyrazin-8-yl]amino]benzoyl]amino]ethoxy]ethyl-tripropyl-ammonium iodide [I-].ClC1=C(C(=O)NCCOCC[N+](CCC)(CCC)CCC)C=CC(=C1)NC=1C=2N(C=CN1)C(=CN2)C2=C(C(=C(C=C2)OCC#N)F)F